2-[[(1R)-1-(fluoromethyl)-3-methyl-butyl]amino]-1,4-dihydroimidazol-5-one FC[C@@H](CC(C)C)NC=1NC(CN1)=O